ClC=1C=C(C=CC1)C1=NN(C(O1)=N)CC1=C(C=C(C=C1)B(O)O)F (4-((5-(3-Chlorophenyl)-2-imino-1,3,4-oxadiazol-3(2H)-yl)methyl)-3-fluorophenyl)boronic acid